O=C1NC(CCC1N1C(C2=CC=CC(=C2C1=O)OCCCCNC(C1=C(C=C(C=C1)C=1C=NC=2N(N1)C(=CN2)CC=2C=C1C=CC=NC1=CC2)F)=O)=O)=O N-(4-((2-(2,6-dioxopiperidin-3-yl)-1,3-dioxoisoindolin-4-yl)oxy)butyl)-2-fluoro-4-(7-(quinolin-6-ylmethyl)imidazo[1,2-b][1,2,4]triazin-2-yl)benzamide